FC(S(=O)(=O)[O-])(F)F.FC(C=1C=C(C=CC1)[I+]C1=C(C=C(C=C1C)C)C)(F)F [3-(trifluoromethyl)phenyl]-(2,4,6-trimethylphenyl)iodonium trifluoromethanesulfonate